C(CO)O Trans-ethylene glycol